trioctylacetate C(CCCCCCC)C(C(=O)[O-])(CCCCCCCC)CCCCCCCC